N-[(3S)-1'-(1-benzyl-5-iodo-6-oxo-1,6-dihydropyrimidin-2-yl)-1,3-dihydrospiro[inden-2,4'-piperidin]-3-yl]carbamic acid tert-butyl ester C(C)(C)(C)OC(N[C@@H]1C2=CC=CC=C2CC12CCN(CC2)C=2N(C(C(=CN2)I)=O)CC2=CC=CC=C2)=O